(2R,3R,4S,5S)-5-(4-(2-butoxy-2-methylpropanamido)pyrrolo[2,1-f][1,2,4]triazin-7-yl)-2-((2-cyclohexylacetoxy)methyl)-4-fluorotetrahydrofuran-3-yl (S)-2-amino-3,3-dimethylbutanoate N[C@H](C(=O)O[C@@H]1[C@H](O[C@H]([C@@H]1F)C1=CC=C2C(=NC=NN21)NC(C(C)(C)OCCCC)=O)COC(CC2CCCCC2)=O)C(C)(C)C